C(C)OC1=CC=NC=C1F 4-ethoxy-5-fluoropyridin